C(C1=CC=CC=C1)OC(NCCC1=CC(=C(C=C1)OCCN1CCN(CC1)C)F)=O 3-fluoro-4-(2-(4-methylpiperazin-1-yl)ethoxy)phenethylcarbamic acid benzyl ester